6-[3-(Difluoromethyl)-4-fluoro-phenyl]-1-(pyrimidin-5-ylmethyl)pyrazolo[4,3-b]pyridine FC(C=1C=C(C=CC1F)C=1C=C2C(=NC1)C=NN2CC=2C=NC=NC2)F